O[C@H]1[C@H](O[C@@]2([C@@H](CCO2)NC(=O)C=2OC3=C(C2)C=CC=C3)[C@@H]([C@H]1N1N=NC(=C1)C1=CC(=C(C(=C1)F)F)F)O)CO N-((4R,5S,7R,8R,9S,10R)-8,10-dihydroxy-7-(hydroxymethyl)-9-(4-(3,4,5-trifluorophenyl)-1H-1,2,3-triazol-1-yl)-1,6-dioxaspiro[4.5]decan-4-yl)benzofuran-2-carboxamide